NC=1N(N=C2CN(CCC21)C(C)C)C(=O)C2CCNC1=CC=C(C=C21)F (3-amino-6-isopropyl-4,5,6,7-tetrahydro-pyrazolo[3,4-c]pyridin-2-yl)(6-fluoro-1,2,3,4-tetrahydro-quinolin-4-yl)methanone